CC1CS(OC(C1)C)(=O)=O 4,6-dimethyl-1,2-oxathiane 2,2-dioxide